2'-chloro-6'-oxo-7'-(1-propyl-1H-pyrazol-4-yl)-1,3,6',7'-tetrahydrospiro[indene-2,5'-pyrrolo[2,3-d]pyrimidine]-5-carboxylic acid ClC=1N=CC2=C(N1)N(C(C21CC2=CC=C(C=C2C1)C(=O)O)=O)C=1C=NN(C1)CCC